BrC=1SC=C(N1)C1=C(C(CC1)N)C 3-(2-bromothiazol-4-yl)-2-methylcyclopent-2-en-1-amine